C(CCCCCCCCCCCCCCC)(=O)OCC(COC(NC1(CN(C1)C)C)=O)OC(CCCCCCCCCCCCCCC)=O 3-(((1,3-dimethylazetidin-3-yl)carbamoyl)oxy)propane-1,2-diyl dipalmitate